[Na+].P([O-])(=O)(OP(=O)([O-])OP(=O)([O-])[O-])OC[C@@H]1[C@H]([C@H]([C@@H](O1)N1C(=O)N=C(N)C=C1)O)O.[Na+].[Na+].[Na+] cytidine-5'-triphosphate sodium salt